N-(3-(4-hydroxy-6-(methylthio)pyridin-2-yl)-1-methyl-1H-pyrrolo[2,3-c]pyridin-5-yl)acetamide OC1=CC(=NC(=C1)SC)C1=CN(C2=CN=C(C=C21)NC(C)=O)C